C(CCCCCCCCCCCCCCC)(=O)C(OP(OC[C@@H](CO)O)(=O)O)(C(O)CO)C(CCCCCCCCCCCCCCC)=O dipalmitoyl-sn-glycero-3-phosphoglycerol